1-(5-Amino-2-fluoropyridin-4-yl)-3-(3-(difluoromethyl)isothiazol-5-yl)urea NC=1C(=CC(=NC1)F)NC(=O)NC1=CC(=NS1)C(F)F